ethyl 5-((2R,6R)-2-((S)-8-chloro-1-methyl-6-(trifluoromethyl)-1,2,3,4-tetrahydroisoquinoline-2-carbonyl)-6-methylmorpholino)imidazo[1,2-a]pyrazine-2-carboxylate ClC=1C=C(C=C2CCN([C@H](C12)C)C(=O)[C@@H]1O[C@@H](CN(C1)C1=CN=CC=2N1C=C(N2)C(=O)OCC)C)C(F)(F)F